2-ethylnaphthalene C(C)C1=CC2=CC=CC=C2C=C1